6-[2-[2-[Tert-butyl-(dimethyl)silyl]oxyethyl]-1-oxo-3,4-dihydroisoquinolin-7-yl]-1-(3-chlorophenyl)-7-oxo-4,5-dihydropyrazolo[3,4-c]pyridine-3-carboxylic acid ethyl ester C(C)OC(=O)C1=NN(C=2C(N(CCC21)C2=CC=C1CCN(C(C1=C2)=O)CCO[Si](C)(C)C(C)(C)C)=O)C2=CC(=CC=C2)Cl